C(C)(C)(C)OC(=O)N1CCC(CC1)[C@@H](C(=O)OC(C)(C)C)CC1=CC(=CC=C1)C=O (S)-4-(1-(tert-butoxy)-3-(3-formylphenyl)-1-oxopropan-2-yl)piperidine-1-carboxylic acid tert-butyl ester